2-phenyl-4-(4-fluorophenyl)-6-(trifluoromethyl)pyridine 4-(1-(3-amino-6-chloropyridazin-4-yl)piperidin-3-yl)-3-methoxybenzoate NC=1N=NC(=CC1N1CC(CCC1)C1=C(C=C(C(=O)O)C=C1)OC)Cl.C1(=CC=CC=C1)C1=NC(=CC(=C1)C1=CC=C(C=C1)F)C(F)(F)F